NC1=C(C(=O)NC=2C=C(C=CC2O)C2(C3=CC=CC=C3C=3C=CC=CC23)C2=CC(=C(C=C2)O)NC(C2=C(C=CC=C2)N)=O)C=CC=C1 9,9-bis[N-(aminobenzoyl)-3-amino-4-hydroxyphenyl]fluorene